CC1=CC=C(C=C1)COCCCCCC 1-methyl-4-(hexyloxymethyl)benzene